CSC(C(=O)N1C(CCCC1)C=1NC(=CN1)C1=CC=C(C=O)C=C1)C 4-(2-(1-(2-(Methylsulfanyl)propionyl)piperidin-2-yl)-1H-imidazol-5-yl)benzaldehyde